CC1(N(C(=NO1)C1[C@H]2CN(C[C@@H]12)C(=O)OC(C)(C)C)C1=CC=CC=C1)C tert-butyl (1R,5S,6r)-6-(5,5-dimethyl-4-phenyl-4,5-dihydro-1,2,4-oxadiazol-3-yl)-3-azabicyclo[3.1.0]hexane-3-carboxylate